1-(4-(Aminomethyl)-2-fluoropyridin-3-yl)dihydropyrimidine-2,4(1H,3H)-dione NCC1=C(C(=NC=C1)F)N1C(NC(CC1)=O)=O